(3-(9-phenyl-9H-carbazol-3-yl)phenyl)boronic acid C1(=CC=CC=C1)N1C2=CC=CC=C2C=2C=C(C=CC12)C=1C=C(C=CC1)B(O)O